FC(C(=O)O)(OC1=CC=C(C=C1)F)F 2,2-Difluoro-2-(4-fluorophenoxy)acetic acid